(1S)-1-[6,7-bis(difluoromethoxy)naphthalen-2-yl]-2-methyl-1-(2H-triazol-4-yl)propan-1-ol CC(C)C(C1=CC2=CC(=C(C=C2C=C1)OC(F)F)OC(F)F)(C3=NNN=C3)O